2-(7-((2S,5R)-2,5-diethyl-4-(1-(2-methylpyrazolo[1,5-a]pyridin-5-yl)ethyl)piperazin-1-yl)-4-methyl-5-oxo-4,5-dihydro-2H-pyrazolo[4,3-b]pyridin-2-yl)acetonitrile C(C)[C@@H]1N(C[C@H](N(C1)C(C)C1=CC=2N(C=C1)N=C(C2)C)CC)C=2C=1C(N(C(C2)=O)C)=CN(N1)CC#N